N1C2=C(OCC1)N=CC(=C2)N2CC[C@@]1(C2=NC2=CC(=C(C=C2C1=O)C)C)O (S)-1-(2,3-Dihydro-1H-pyrido[2,3-b][1,4]oxazin-7-yl)-3a-hydroxy-6,7-dimethyl-1,2,3,3a-tetrahydro-4H-pyrrolo[2,3-b]quinolin-4-one